N-(2-chloroethyl)-4-(1-((2-(((((3-fluorobicyclo[1.1.1]pentan-1-yl)methyl)methyl)amino)methyl)-1H-indol-6-yl)methyl)-1H-1,2,3-triazol-4-yl)-1H-indazol-6-amine ClCCNC1=CC(=C2C=NNC2=C1)C=1N=NN(C1)CC1=CC=C2C=C(NC2=C1)CNCCC12CC(C1)(C2)F